N-([2,3'-bipyridin]-6'-yl)-4-chlorobenzamide N1=C(C=CC=C1)C=1C=NC(=CC1)NC(C1=CC=C(C=C1)Cl)=O